NC=1C(=CC(=C(C1)NC(C)=O)Cl)Cl N-(5-amino-2,4-dichlorophenyl)acetamide